NC(CO)CC(C)C 2-amino-i-hexanol